(S,E)-N-((3-bromopyridin-3-yl)methylene)-2-methylpropane-2-sulfinamide BrC1(CN=CC=C1)\C=N\[S@@](=O)C(C)(C)C